(1-(2-bromo-4-nitrophenyl)cyclopropyl)glycine methyl ester COC(CNC1(CC1)C1=C(C=C(C=C1)[N+](=O)[O-])Br)=O